FC(C(=O)O)(F)F.N(C(=N)N)CCC1=CC=C(C=C1)NC(=O)C1=NNC(=C1)C(=O)NC1=CC=C(C=C1)CCNC(=N)N 1H-pyrazole-3,5-dicarboxylic acid bis-{[4-(2-guanidino-ethyl)-phenyl]-amide} trifluoroacetate